ethyl ((2,6-dihydroxy-5'-methyl-4-pentyl-2'-(prop-1-en-2-yl)-1',2',3',4'-tetrahydro-[1,1'-biphenyl]-3-yl)methyl)(methyl)carbamate OC1=C(C(=CC(=C1CN(C(OCC)=O)C)CCCCC)O)C1C(CCC(=C1)C)C(=C)C